[(4-FORMYL-2-NITROPHENYL)THIO]ACETIC ACID C(=O)C1=CC(=C(C=C1)SCC(=O)O)[N+](=O)[O-]